(E)-ethyl 6-methyl-2-thioxo-4-(4-((3-(o-tolyl)acryloyl)oxy)phenyl)-1,2,3,4-tetrahydropyrimidine-5-carboxylate CC1=C(C(NC(N1)=S)C1=CC=C(C=C1)OC(\C=C\C1=C(C=CC=C1)C)=O)C(=O)OCC